CN(S(=O)(=O)N[C@@H]1CC[C@H](OC1)CN1CCC2(CN(C2)C2=NC=NC=C2OC2=C(C(=O)[O-])C=C(C=C2)F)CC1)C.[Li+] lithium 2-((4-(7-(((2S,5R)-5-((N,N-dimethylsulfamoyl)amino)tetrahydro-2H-pyran-2-yl)methyl)-2,7-diazaspiro[3.5]nonan-2-yl)pyrimidin-5-yl)oxy)-5-fluorobenzoate